FC(CN1N=CC=2C1=NC(=CN2)N2CC(CCC2)CC(C)C=2C(=NC=CC2)C(F)(F)F)F 1-(2,2-difluoroethyl)-6-(3-(2-(2-(trifluoromethyl)pyridin-3-yl)propyl)piperidin-1-yl)-1H-pyrazolo[3,4-b]pyrazine